5-(7-methoxy-6-(4-methoxyphenyl)-2,3-diphenylpyrazolo[1,5-a]pyrimidin-5-ylamino)pyrazine-2-carbonitrile COC1=C(C(=NC=2N1N=C(C2C2=CC=CC=C2)C2=CC=CC=C2)NC=2N=CC(=NC2)C#N)C2=CC=C(C=C2)OC